1-(2-((5-amino-7-(3-cyanophenyl)-8-(pyrimidin-4-yl)-[1,2,4]triazolo[1,5-c]pyrimidin-2-yl)methyl)-3-fluorobenzyl)piperidine-4-carboxylic acid methyl ester COC(=O)C1CCN(CC1)CC1=C(C(=CC=C1)F)CC1=NN2C(=NC(=C(C2=N1)C1=NC=NC=C1)C1=CC(=CC=C1)C#N)N